(E)-5-(2-(3-Methoxy-3-oxoprop-1-en-1-yl)phenyl)-2,5-diazaspiro[3.4]octan-2-ium chloride [Cl-].COC(/C=C/C1=C(C=CC=C1)N1C2(C[NH2+]C2)CCC1)=O